O=C1N(N=C2N1CCCC2)C2=CC=C(C(=O)N)C=C2 4-(3-oxo-5,6,7,8-tetrahydro[1,2,4]triazolo[4,3-a]pyridin-2(3H)-yl)benzamide